NC=1OC2=C(N1)C(=C(C=C2)C2=NN(C1=NC(=NC(=C12)N)N)[C@H](CC(C)C)C)F 3-(2-Amino-4-fluoro-benzooxazol-5-yl)-1-((S)-1,3-dimethyl-butyl)-1H-pyrazolo[3,4-d]pyrimidine-4,6-diamine